deuteroformic acid [2H]C(=O)O